Cl.COC1=CC=C2CC[C@@H](C2=C1)N (S)-6-methoxy-2,3-dihydro-1H-inden-1-amine HCl